1-(6-(6-(methylthio)-3-oxo-2-(2,2,2-trifluoroethyl)-2,3-dihydro-1H-pyrazolo[3,4-d]pyrimidin-1-yl)pyridin-2-yl)cyclopropanecarbonitrile CSC1=NC=C2C(=N1)N(N(C2=O)CC(F)(F)F)C2=CC=CC(=N2)C2(CC2)C#N